FC1=C(N)C=CC(=C1C#CC=1C=CC2=CN(N=C2C1)C)F 2,4-difluoro-3-[2-(2-methylindazol-6-yl)ethynyl]aniline